4-hydroxy-butyric acid OCCCC(=O)O